CNCC1=C(C=CC=C1)C=1C=C(SC1)[C@@H](C)NN1C(C2=CC=C(C=C2C=N1)N1CCOCC1)=O (R)-((1-(4-(2-((methylamino)methyl)phenyl)thiophen-2-yl)ethyl)amino)-6-morpholinophthalazin-1(2H)-one